COC=1C=C2C(=NC=NC2=CC1OC)C=1C=CC(=NC1)NCCP(O)(O)=O (2-((5-(6,7-dimethoxyquinazolin-4-yl)pyridin-2-yl)amino)ethyl)phosphonic acid